1-aminoethyl-3-methylimidazole iodide salt [I-].NC(C)C1=NC=CN1C